C1(CCCC1)N1C(C(N(CC1)CCC1=NOC(=C1)C1=CC=CC=C1)=O)=O 1-cyclopentyl-4-(2-(5-phenylisoxazol-3-yl)ethyl)piperazine-2,3-dione